(2-fluorophenyl)-N2-(6-fluoropyridin-3-yl)-N'-isopropyl-1,3,5-triazine-2,4-diamine FC1=C(C=CC=C1)C1=NC(=NC(=N1)NC=1C=NC(=CC1)F)NC(C)C